[(3S,9aS)-3-(1,3-benzothiazol-2-yl)-3-hydroxy-1,4,6,7,9,9a-hexahydropyrazino[2,1-c][1,4]oxazin-8-yl]-(2-chloro-3-methoxyphenyl)methanone S1C(=NC2=C1C=CC=C2)[C@@]2(CN1[C@H](CO2)CN(CC1)C(=O)C1=C(C(=CC=C1)OC)Cl)O